{4-[3-(4-{3-[4-chloro-3-(2,2-difluoroethyl)-1H-pyrrolo[2,3-b]pyridin-3-yl]phenyl}-3-oxopiperazin-1-sulfonyl)propyl]piperazin-1-yl}-2-(2,6-dioxopiperidin-3-yl)isoindole-1,3-dione ClC1=C2C(=NC=C1)NCC2(CC(F)F)C=2C=C(C=CC2)N2C(CN(CC2)S(=O)(=O)CCCN2CCN(CC2)C2=C1C(N(C(C1=CC=C2)=O)C2C(NC(CC2)=O)=O)=O)=O